(S)-6-chloro-N-(1-hydroxy-3,3-dimethylbut-2-yl)imidazo[1,2-b]pyridazine-2-carboxamide ClC=1C=CC=2N(N1)C=C(N2)C(=O)N[C@H](CO)C(C)(C)C